(7S)-7-Methyl-2-[2-(1H-pyrazol-1-yl)ethyl]-3-({[2-(pyridin-2-yl)ethyl]carbamoyl}methyl)-3H,6H,7H,8H,9H-imidazo[4,5-f]chinolin C[C@@H]1NC2=CC=C3C(=C2CC1)N=C(N3CC(NCCC3=NC=CC=C3)=O)CCN3N=CC=C3